2-((4,5-Dimethylfuran-2-yl)methyl)-8-(2-Fluorobenzyl)-6-phenylimidazo[1,2-a]pyrazin-3(7H)-on CC=1C=C(OC1C)CC1=NC=2N(C=C(NC2CC2=C(C=CC=C2)F)C2=CC=CC=C2)C1=O